1,2-bis(4-chlorophenyl)acetylene ClC1=CC=C(C=C1)C#CC1=CC=C(C=C1)Cl